3-(5-(((1S,2S)-2-(3-((trans)-4-isopropoxycyclohexyl)azetidin-1-yl)cyclohexyl)oxy)-1-oxoisoindolin-2-yl)piperidine-2,6-dione C(C)(C)O[C@@H]1CC[C@H](CC1)C1CN(C1)[C@@H]1[C@H](CCCC1)OC=1C=C2CN(C(C2=CC1)=O)C1C(NC(CC1)=O)=O